phenazinoyl chloride C1(=CC=CC2=NC3=CC=CC=C3N=C12)C(=O)Cl